5-METHOXY-3-PYRIDINECARBOXALDEHYDE COC=1C=C(C=NC1)C=O